N-[3-(dimethylamino)propyl]perfluorooctyl-sulfonamide CN(CCCNS(=O)(=O)C(C(C(C(C(C(C(C(F)(F)F)(F)F)(F)F)(F)F)(F)F)(F)F)(F)F)(F)F)C